5-bromo-2-[5-isopropyl-2,4-bis(methoxymethoxy)benzoyl]-1,3-dihydroisoindole BrC=1C=C2CN(CC2=CC1)C(C1=C(C=C(C(=C1)C(C)C)OCOC)OCOC)=O